FC(C1=NC(=NO1)C12CCC(CC1)(CC2)C=O)(F)F 4-(5-(trifluoromethyl)-1,2,4-oxadiazol-3-yl)bicyclo[2.2.2]octane-1-carbaldehyde